C(C)(C)(C)C1=C(C=CC(=C1)C(=O)OCC(CCC)C)C1=CC=C(C=C1)NC([C@@H]1N(CCC1)C(NC1=CC(=C(C=C1)C1CC1)F)=O)=O 2-Methyl-pentanol tert-butyl-4'-({1-[(4-cyclopropyl-3-fluorophenyl)carbamoyl]-D-prolyl}amino)[1,1'-biphenyl]-4-carboxylate